N-(2,5-bis(piperidin-1-yl)thiazolo[4,5-b]pyridin-6-yl)-2-(2-methoxypyridin-4-yl)oxazole-4-carboxamide N1(CCCCC1)C=1SC=2C(=NC(=C(C2)NC(=O)C=2N=C(OC2)C2=CC(=NC=C2)OC)N2CCCCC2)N1